4-Methallyloxy-3,5-dimethoxyphenethyl-amine C(C(C)=C)OC1=C(C=C(CCN)C=C1OC)OC